(S)-5-(4-cyclohexylphenyl)-3-(3-(fluoromethyl)azetidine-1-carbonyl)-2-(2-methylazetidine-1-carbonyl)pyrazolo[1,5-a]pyrimidin-7(4H)-one C1(CCCCC1)C1=CC=C(C=C1)C=1NC=2N(C(C1)=O)N=C(C2C(=O)N2CC(C2)CF)C(=O)N2[C@H](CC2)C